Ethyl-(thiazol-2-yl)-1,4-dihydropyrimidine-5-carboxylate C(C)C=1N(C=C(CN1)C(=O)[O-])C=1SC=CN1